5-(2,4-disulfophenyl)-2H-tetrazolium, monosodium salt [Na+].S(=O)(=O)(O)C1=C(C=CC(=C1)S(=O)(=O)O)C=1N=NN[NH+]1